ClC1=NC(=C2N=CN(C2=N1)CCC1=NC=CC=C1)NN 2-Chloro-6-hydrazinyl-9-(2-(pyridin-2-yl)ethyl)-9H-purine